CN1C(CCCC1)C1=NC2=C(N1)C=CC(=C2)[N+](=O)[O-] 2-(1-methylpiperidin-2-yl)-5-nitro-1H-1,3-benzodiazole